4-bromo-7-methyl-6,7-dihydro-5H-cyclopenta[c]pyridin-7-ol BrC=1C2=C(C=NC1)C(CC2)(O)C